The molecule is an L-tyrosine derivative in which an L-tyrosine core has two chloro substituents at each position ortho to the benzyl hydroxy group and an acetyl substituent on the nitrogen atom. It is a dichlorobenzene and a L-tyrosine derivative. CC(=O)N[C@@H](CC1=CC(=C(C(=C1)Cl)O)Cl)C(=O)O